(R)-N-(8,9-difluoro-6-oxo-1,4,5,6-tetrahydro-2H-pyrano[3,4-c]isoquinolin-1-yl)-N-methyl-5-(trifluoromethoxy)-1H-indole-2-carboxamide FC=1C(=CC=2C3=C(NC(C2C1)=O)COC[C@@H]3N(C(=O)C=3NC1=CC=C(C=C1C3)OC(F)(F)F)C)F